Cl.N1[C@H](COCC1)C(=O)N[C@@H](C)C1=CC=C(C(=O)OC)C=C1 methyl 4-[(1S)-1-[[(3R)-morpholine-3-carbonyl]amino]ethyl]benzoate hydrochloride